1,2,3-tri(dodecyloxy)-5-isocyanobenzene C(CCCCCCCCCCC)OC1=C(C(=CC(=C1)[N+]#[C-])OCCCCCCCCCCCC)OCCCCCCCCCCCC